iridium di(hexafluorophosphate) salt F[P-](F)(F)(F)(F)F.F[P-](F)(F)(F)(F)F.[Ir+2]